P(OC[NH3+])([O-])=O ammoniomethyl phosphonate